C(C)(C)(C)OC(N[C@H]1CSC2=C(NC1=O)C=C(C=C2)C(=O)NN)=O (3R)-7-(hydrazinocarbonyl)-4-oxo-3,5-dihydro-2H-1,5-benzothiazepine-3-Yl-carbamic acid tert-butyl ester